C[N+]1=C2C(=CC=C1)CCC2 1-methyl-6,7-dihydro-5H-cyclopenta[b]pyridin-1-ium